C(C)(=O)C=1C(=NC(=CC1)N1C=NC2=C1C=C(C=C2)OC2CCN(CC2)C2COC2)N2N=C(C=C2C)C#N 1-[3-acetyl-6-[6-[[1-(oxetan-3-yl)-4-piperidinyl]oxy]benzimidazol-1-yl]-2-pyridinyl]-5-methyl-pyrazole-3-carbonitrile